2,5-diphenyl-cyclohex-3-ene-1-carboxylic acid C1(=CC=CC=C1)C1C(CC(C=C1)C1=CC=CC=C1)C(=O)O